COC=1C=C(C=C(C1C)OC)CCCC#N 4-(3,5-dimethoxy-4-methyl-phenyl)butanenitrile